naphthyl-diphenylsulfonium C1(=CC=CC2=CC=CC=C12)[S+](C1=CC=CC=C1)C1=CC=CC=C1